(S)-6-(2-methyl-3-(5-(trifluoromethyl)pyridin-2-yl)propyl)-2-thia-6-azaspiro[3.4]octane 2,2-dioxide C[C@H](CN1CC2(CS(C2)(=O)=O)CC1)CC1=NC=C(C=C1)C(F)(F)F